methyl 7-bromo-2-(trans-4-((tert-butoxycarbonyl)amino)cyclohexyl)-2,4-dimethylbenzo[d][1,3]dioxole-5-carboxylate BrC1=CC(=C(C2=C1OC(O2)(C)[C@@H]2CC[C@H](CC2)NC(=O)OC(C)(C)C)C)C(=O)OC